N[C@H]1[C@@H]2N(C[C@H]1CC2)C(=O)C2=CC1=C(N(C(=N1)C1=CC=3C(=NC(=CC3)C3=CC(=C(C(=O)N)C=C3)O)N1CC1CC1)C)C(=C2)OC 4-(2-{5-[(1R,4R,7R)-7-amino-2-azabicyclo[2.2.1]heptane-2-carbonyl]-7-methoxy-1-methyl-1H-1,3-benzodiazol-2-yl}-1-(cyclopropylmethyl)-1H-pyrrolo[2,3-b]pyridin-6-yl)-2-hydroxybenzamide